4-bromo-7-chloro-1-p-tolyl-1,2-dihydroquinoline BrC1=CCN(C2=CC(=CC=C12)Cl)C1=CC=C(C=C1)C